CC1(N(C(N(C1=O)C1=CC(=C(C#N)C=C1)C(F)(F)F)=O)CCNC1=CC=C2C=CC=NC2=C1)C 4-(4,4-dimethyl-2,5-dioxo-3-(2-(quinolin-7-ylamino)ethyl)imidazolin-1-yl)-2-(trifluoromethyl)benzonitrile